N-(1-(2-chlorophenyl)-2-(2,4-dimethoxybenzyl)-1-hydroxy-6-methoxy-3-oxo-2,3-dihydro-1H-pyrrolo[3,4-c]pyridin-7-yl)-3-fluoro-5-(trifluoromethyl)benzamide ClC1=C(C=CC=C1)C1(N(C(C=2C=NC(=C(C21)NC(C2=CC(=CC(=C2)C(F)(F)F)F)=O)OC)=O)CC2=C(C=C(C=C2)OC)OC)O